[18F]C=1N([C@H]2[C@H](O)[C@H](O)[C@@H](CO)O2)C=2N=C(NC(C2N1)=O)N 8-[18F]fluoroguanosine